BrC=1SC=C(N1)C(=O)NC1=C(C=CC(=C1)C(=O)N1CCOCC1)N1CCCCC1 2-bromo-N-(5-(morpholine-4-carbonyl)-2-(piperidin-1-yl)phenyl)thiazole-4-carboxamide